2,5-dihydroperoxy-hexane O(O)C(C)CCC(C)OO